(2S,3R,4R,5S,6R)-2-[3-(2,3-Dihydro-benzo[1,4]dioxin-6-ylmethyl)-4-methoxy-phenyl]-6-hydroxymethyl-tetrahydro-pyran-3,4,5-triol O1CCOC2=C1C=CC(=C2)CC=2C=C(C=CC2OC)[C@@H]2O[C@@H]([C@H]([C@@H]([C@H]2O)O)O)CO